(S)-tert-butyl (4-amino-2-hydroxybicyclo[2.2.2]octan-1-yl)carbamate NC12C[C@@H](C(CC1)(CC2)NC(OC(C)(C)C)=O)O